O[C@@]1(CC[C@@H]2[C@H]3CC[C@]4([C@H]([C@@H]3CC[C@@H]2C1)CCCC[C@H]4C#N)C)C (2R,4aS,4bR,6aS,7R,11aS,11bR,13aR)-2-hydroxy-2,6a-dimethyloctadecahydro-1H-cyclohepta[a]phenanthrene-7-carbonitrile